N-(5-((6-((R)-3-(3-chlorophenyl)isoxazolidine-2-yl)pyrimidine-4-yl)amino)-2-(4-(4-ethylpiperazine-1-yl)piperidine-1-yl)-4-methoxyphenyl)acrylamide ClC=1C=C(C=CC1)[C@@H]1N(OCC1)C1=CC(=NC=N1)NC=1C(=CC(=C(C1)NC(C=C)=O)N1CCC(CC1)N1CCN(CC1)CC)OC